C(=O)(O)[C@H](O)[C@@H](O)C(=O)O.C(C)C1=C(C=C(C(=C1)O)F)C1=CC(=C2C(=NNC2=C1)C=1NC2=C(CN(CC2)C(CN2CC(OCC2)CO)=O)N1)F 1-(2-(6-(2-ethyl-5-fluoro-4-hydroxyphenyl)-4-fluoro-1H-indazol-3-yl)-1,4,6,7-tetrahydro-5H-imidazo[4,5-c]pyridin-5-yl)-2-(2-(hydroxymethyl)morpholino)ethanone L-tartrate